BrC1=CC2=C(N(C1=O)C1=CC=C(C=C1)OC(F)F)N=C(S2)OCCC 6-Bromo-4-(4-(difluoromethoxy)phenyl)-2-propoxythiazolo[4,5-b]pyridin-5(4H)-one